COC(=O)C1=CC2=C(N(C(=N2)NC=2SC3=C(N2)C=CC(=C3)C(F)(F)F)C)C=C1 1-Methyl-2-(6-trifluoromethyl-benzothiazol-2-ylamino)-1H-benzoimidazole-5-carboxylic acid methyl ester